5-(2-Chlorobenzyl)-3-methyl-4-oxo-4,5,6,7-tetrahydropyrazolo[1,5-a]pyrazine-2-carboxylic acid (5-trifluoromethyl[1,3,4]thiadiazol-2-yl)amide FC(C1=NN=C(S1)NC(=O)C1=NN2C(C(N(CC2)CC2=C(C=CC=C2)Cl)=O)=C1C)(F)F